FC=1C=C(CNC=2C=CC=C3C(=CC=NC23)C=2C=CC(=NC2)C#N)C=C(C1OC(C)C)F 5-(8-((3,5-difluoro-4-isopropoxybenzyl)amino)quinolin-4-yl)picolinonitrile